1-(2-((2-(bis(3-methoxybenzyl)amino)thiazol-4-yl)methylamino)ethyl)pyridin-2(1H)-one COC=1C=C(CN(C=2SC=C(N2)CNCCN2C(C=CC=C2)=O)CC2=CC(=CC=C2)OC)C=CC1